9-(4-((1-(3-fluoropropyl)azetidin-3-yl)methyl)phenyl)-8-(octahydropentalen-2-yl)-6,7-dihydro-5H-benzo[7]annulene-3-carboxylic acid FCCCN1CC(C1)CC1=CC=C(C=C1)C1=C(CCCC2=C1C=CC(=C2)C(=O)O)C2CC1CCCC1C2